5-(((trans-3-(3-cyclopropyl-4-(6-((1-methylpiperidin-4-yl)amino)pyridin-2-yl)-1H-pyrazol-1-yl)cyclobutyl)methyl)amino)-2-(2,6-dioxopiperidin-3-yl)isoindoline-1,3-dione C1(CC1)C1=NN(C=C1C1=NC(=CC=C1)NC1CCN(CC1)C)[C@@H]1C[C@H](C1)CNC=1C=C2C(N(C(C2=CC1)=O)C1C(NC(CC1)=O)=O)=O